1-(6-(1,3-dioxolan-2-yl)-2,4-difluoro-3-(trimethylsilyl)phenyl)-2-fluoroethane-1-one O1C(OCC1)C1=CC(=C(C(=C1C(CF)=O)F)[Si](C)(C)C)F